(R)-N-((3-(aminomethyl)piperidin-1-yl)sulfonyl)-5-chloro-4-(cyclopentyl-methoxy)-2-fluorobenzamide NC[C@@H]1CN(CCC1)S(=O)(=O)NC(C1=C(C=C(C(=C1)Cl)OCC1CCCC1)F)=O